(S)-N-[(1R)-1-(4-benzyloxy-3-methoxy-phenyl)ethyl]-2-methyl-propane-2-sulfinamide C(C1=CC=CC=C1)OC1=C(C=C(C=C1)[C@@H](C)N[S@@](=O)C(C)(C)C)OC